OC(CCCCCCCCC(=O)C(C(C(O)C(CCCCCCC\C=C/C\C=C/CCCCC)=O)O)(O)C(CCCCCCCCC(C\C=C/CCCCC)O)=O)C\C=C/CCCCC di(10-hydroxy-cis-12-octadecenoyl)(cis,cis-9,12-octadecadienoyl)glycerol